N-(5-(4-chloro-1-methyl-1H-pyrazole-5-carbonyl)-5,6-dihydro-4H-pyrrolo[3,4-d]thiazol-2-yl)-4-(6-methoxyimidazo[1,5-a]pyridin-7-yl)-6-methylnicotinamide ClC=1C=NN(C1C(=O)N1CC=2N=C(SC2C1)NC(C1=CN=C(C=C1C1=CC=2N(C=C1OC)C=NC2)C)=O)C